2-chloro-3-(1-methyl-1H-pyrazol-4-yl)pyrazine ClC1=NC=CN=C1C=1C=NN(C1)C